5-((7-(phenylethynyl)-1H-indol-4-yl)oxy)-1H-1,2,3-triazole-4-carboxylic acid C1(=CC=CC=C1)C#CC=1C=CC(=C2C=CNC12)OC1=C(N=NN1)C(=O)O